(7R,14R)-1-(difluoromethoxy)-10-fluoro-11-[6-(2-hydroxypropan-2-yl)pyridin-3-yl]-6,7-dihydro-7,14-methanobenzimidazo[1,2-b][2,5]benzodiazocin FC(OC1=CC=CC2=CN[C@H]3C=4N(C(=C21)C3)C3=C(N4)C=C(C(=C3)C=3C=NC(=CC3)C(C)(C)O)F)F